3-(phenylthio)pyrido[2,3-d]pyridazin-8(7H)-one C1(=CC=CC=C1)SC1=CC2=C(C(NN=C2)=O)N=C1